CC(COC(CCC1=CC(=C(C(=C1)C)O)C(C)(C)C)=O)(C)C1OCC2(CO1)COC(OC2)C(COC(CCC2=CC(=C(C(=C2)C)O)C(C)(C)C)=O)(C)C 3,9-bis[1,1-dimethyl-2-{(3-t-butyl-4-hydroxy-5-methylphenyl)propionyloxy}ethyl]2,4,8,10-tetraoxaspiro[5.5]undecane